tert-Butyl (R)-3-((3-((quinoxalin-6-ylmethyl)amino)pyridin-4-yl)oxy)pyrrolidine-1-carboxylate N1=CC=NC2=CC(=CC=C12)CNC=1C=NC=CC1O[C@H]1CN(CC1)C(=O)OC(C)(C)C